CS(=O)(=O)OCCOCCOCCOCCOS(=O)(=O)C ((Oxybis(ethane-2,1-diyl))bis(oxy))bis(ethane-2,1-diyl) dimethanesulfonate